O[C@@H]1[C@H](CCCC1)NC(=O)C1=CC(=CC=2OCOC21)CC=2C=NC(=CC2)C2=NN(C=C2)C N-[(1S,2S)-2-hydroxycyclohexyl]-6-[[6-(1-methylpyrazol-3-yl)-3-pyridyl]methyl]-1,3-benzodioxole-4-carboxamide